C[Si](CCOCN1C=CC2=CC=CC=C12)(C)C 1-((2-(trimethylsilyl)ethoxy)methyl)-1H-indol